C1(CC1)C1=NC=NC(=C1C1=NC=2N(C3(C(N(C2C=N1)C)=O)CC3)CC3=CC=C(C=C3)C=3N(C=C(N3)C(F)(F)F)C)OC 2'-(4-cyclopropyl-6-methoxypyrimidin-5-yl)-5'-methyl-8'-(4-(1-methyl-4-(trifluoromethyl)-1H-imidazol-2-yl)benzyl)-5',8'-dihydro-6'H-spiro[cyclopropane-1,7'-pteridin]-6'-one